(S)-2-((4-(3-((7-((3,9-diazaspiro[5.5]undec-3-yl)sulfonyl)-2,7-diAzaspiro[3.5]nonan-2-yl)methyl)pyrrolidin-1-yl)pyrimidin-5-yl)oxy)-5-fluoro-N,N-diisopropylbenzamide hydrochloride Salt Cl.C1CN(CCC12CCNCC2)S(=O)(=O)N2CCC1(CN(C1)C[C@H]1CN(CC1)C1=NC=NC=C1OC1=C(C(=O)N(C(C)C)C(C)C)C=C(C=C1)F)CC2